2'-Hydroxy-4-(methoxymethoxy)chalcone OC1=C(C(/C=C/C2=CC=C(C=C2)OCOC)=O)C=CC=C1